C(#N)CC1=C(C(=O)OC)C=C(C=C1[N+](=O)[O-])C1=C(C=CC=C1C)F methyl 2-(cyanomethyl)-5-(2-fluoro-6-methyl-phenyl)-3-nitro-benzoate